[NH4+].NCCS(=O)(=O)[O-] taurine ammonium salt